CC(C(C(=O)OCC12C3C4C5(C3C1C5C24)C=2NC=C(N2)C(F)(F)F)(C)C)C=2N(C4=CC=C(C=C4C2C(CC(C)(C)C)=O)OC)CC2=CC=C(C=C2)Cl (4-(4-(Trifluoromethyl)-1H-imidazol-2-yl)cuban-1-yl)methanol methyl-3-(1-(4-chlorobenzyl)-3-(3,3-dimethylbutyryl)-5-methoxy-1H-indol-2-yl)-2,2-dimethylpropionate